C(N)(=O)C=1C=CC2=C(N=C(S2)C23CC(C2)(C3)NC(OC(C)(C)C)=O)C1 tert-butyl N-[1-(5-carbamoyl-1,3-benzothiazol-2-yl)-3-bicyclo[1.1.1]pentanyl]carbamate